2-Methyl-[4-(methylthio)phenyl]-2-morpholino-1-propanol CC(C(O)C1=CC=C(C=C1)SC)(C)N1CCOCC1